1-[(2R,3R)-2-(3-methoxy-2-methyl-phenyl)-1-(4-methoxyphenyl)pyrrolidin-3-yl]oxy-2-methyl-propan-2-ol COC=1C(=C(C=CC1)[C@H]1N(CC[C@H]1OCC(C)(O)C)C1=CC=C(C=C1)OC)C